2-(3,6-bis(dimethylamino)-10,10-dimethyl-9,10-dihydroanthracen-9-yl)benzoic acid CN(C=1C=CC=2C(C3=CC=C(C=C3C(C2C1)(C)C)N(C)C)C1=C(C(=O)O)C=CC=C1)C